S1C=NC=C1C(=O)OCCNC1=NC=CC(C1)(C)C1=NC=CC=C1C 4-(3-methylpyridin-2-yl)-2-[(4-methylpyridin-2-yl) amino]-ethyl 1,3-thiazole-5-carboxylate